BrC=1C=C(OC(C1OC)=O)C(=O)NC=1SC(=NN1)N1N=CC=C1C 4-bromo-5-methoxy-N-[5-(5-methylpyrazol-1-yl)-1,3,4-thiadiazol-2-yl]-6-oxopyran-2-carboxamide